N-acetylcysteine L-lysinate N[C@@H](CCCCN)C(=O)O.C(C)(=O)N[C@@H](CS)C(=O)O